C=1C=CN2C1C(C=1C=CC=CC21)=O 9H-PYRROLO[1,2-A]INDOL-9-ONE